(2,2-dimethyl-1,3-dioxolan-4-yl)methyl methacrylate C(C(=C)C)(=O)OCC1OC(OC1)(C)C